OC[C@H]1CN(CC1)C1=CC=C(C=C1)N1C(NC(CC1)=O)=O {4-[(3R)-3-(hydroxymethyl)pyrrolidin-1-yl]phenyl}-1,3-diazinane-2,4-dione